3-isopropyl-2,5-dimethoxy-1,4-dihydropyrazine C(C)(C)C1=C(NC=C(N1)OC)OC